2-((1-tosyl-1H-1,2,3-triazol-4-yl)methoxy)-4,6-bis(tosyloxy)benzoic acid S(=O)(=O)(C1=CC=C(C)C=C1)N1N=NC(=C1)COC1=C(C(=O)O)C(=CC(=C1)OS(=O)(=O)C1=CC=C(C)C=C1)OS(=O)(=O)C1=CC=C(C)C=C1